tert-butyl 8-(((dimethylamino)methylene)carbamoyl)-10-methyl-11-oxo-3,4,8,9,10,11-hexahydro-1H-pyrido[4',3':3,4]pyrazolo[1,5-a][1,4]diazepine-2(7H)-carboxylate CN(C)C=NC(=O)C1CN(C(C=2N(C1)N=C1C2CN(CC1)C(=O)OC(C)(C)C)=O)C